(RS)-1-(1-methyl-1H-thiazolo[4',5':3,4]benz[1,2-d][1,2,3]triazol-7-yl)-5-(prop-1-yn-1-yl)imidazolidin-2-one CN1N=NC2=C1C1=C(C=C2)SC(=N1)N1C(NC[C@H]1C#CC)=O |r|